C=C(C)C1=CC=C(C(=O)N)C=C1 4-(prop-1-en-2-yl)benzamide